(E)-2-methoxy-4-(3-((3-methylbut-2-en-1-yl)oxy)-5-(trifluoromethoxy)styryl)phenol COC1=C(C=CC(=C1)\C=C\C1=CC(=CC(=C1)OC(F)(F)F)OCC=C(C)C)O